(S)-2-((3-(1-(3'-Carboxy-2,4'-dihydroxy-[1,1'-biphenyl]-4-yl)-2-oxo-1,2-dihydro-3H-imidazo[4,5-b]pyridin-3-yl)pyrrolidin-1-yl)methyl)isonicotinic Acid C(=O)(O)C=1C=C(C=CC1O)C1=C(C=C(C=C1)N1C(N(C2=NC=CC=C21)[C@@H]2CN(CC2)CC=2C=C(C(=O)O)C=CN2)=O)O